ClC=1C=C(C(=NC1)OC=1C(=CC=2N(C1)C=C(N2)C(=O)NC2(CCS(CC2)(=O)=O)C)C)OCC(F)(F)F 6-[[5-chloro-3-(2,2,2-trifluoroethoxy)-2-pyridyl]oxy]-7-methyl-N-(4-methyl-1,1-dioxo-thian-4-yl)imidazo[1,2-a]pyridine-2-carboxamide